(R)-1-(3-fluoro-5-(trifluoromethyl)pyridin-2-yl)-N-methylethan-1-amine FC=1C(=NC=C(C1)C(F)(F)F)[C@@H](C)NC